N1C=NC2=C1C=CC(=C2)N2C(NCC2C2=CC=C(C=C2)N2CCCCC2)=O 1-(1H-benzo[d]imidazol-5-yl)-5-(4-(piperidin-1-yl)phenyl)imidazolidin-2-one